4-chlorobiphenyl-2-amine ClC=1C=C(C(=CC1)C1=CC=CC=C1)N